3-Benzyl-piperazin C(C1=CC=CC=C1)C1CNCCN1